CC1=CC(=O)CC([C@]1(/C=C/C(=C/C(=O)[O-])/C)O)(C)C The molecule is a 2-trans-abscisate obtained by removal of a proton from the carboxy group of (S)-2-trans-abscisic acid. It is a conjugate base of a (S)-2-trans-abscisic acid. It is an enantiomer of a (R)-2-trans-abscisate.